ClC1=C(C=CC=C1)[C@H](OC=1C(=NC(=NC1)C(=O)N[C@H](C)\C=C\S(=O)(=O)C)C)C1CC1 ((R)-(2-chlorophenyl)(cyclopropyl)methoxy)-4-methyl-N-((R,E)-4-(methylsulfonyl)but-3-en-2-yl)pyrimidine-2-carboxamide